4-(8-methyl-2-(4-methylpiperazin-1-yl)-7,8-dihydro-1,6-naphthyridin-6(5H)-yl)pyrazolo[1,5-a]pyridine-7-carbonitrile CC1CN(CC=2C=CC(=NC12)N1CCN(CC1)C)C=1C=2N(C(=CC1)C#N)N=CC2